ClC1=NC(=CC2=CC=C(C=C12)F)Cl 1,3-dichloro-7-fluoroisoquinoline